ClC1=CC=C2C(=NN(C2=C1)C=1C=NC=CC1)C(C)N1N=C(C=2C1=NC=NC2N)C=2C=NC1=CC=CC=C1C2 1-(1-(6-Chloro-1-(pyridin-3-yl)-1H-indazol-3-yl)ethyl)-3-(quinolin-3-yl)-1H-Pyrazolo[3,4-d]pyrimidin-4-amine